NC[C@@H](O)C=1C=NC(=CC1)C1=C(C=C(C=C1)Cl)OC1=CC(=NC(=C1)N1CCOCC1)C (1S)-2-amino-1-[6-[4-chloro-2-(2-methyl-6-morpholin-4-ylpyridin-4-yl)oxyphenyl]pyridin-3-yl]ethanol